5-methyl-1-(1-(4-(2-oxoindol-5-yl)benzyl)-1H-indol-5-yl)-1H-pyrazole-3-carboxamide CC1=CC(=NN1C=1C=C2C=CN(C2=CC1)CC1=CC=C(C=C1)C1=CC2=CC(N=C2C=C1)=O)C(=O)N